endo-2-((5-chlorobenzo[d]thiazol-2-yl)thio)-N-(7-cyano-7-azabicyclo[2.2.1]heptan-2-yl)acetamide ClC=1C=CC2=C(N=C(S2)SCC(=O)NC2C3CCC(C2)N3C#N)C1